N1=C(C=CC=C1)C1=NC=C(C=N1)OCCN1C(CCC1)=O 1-(2-((2-(pyridin-2-yl)pyrimidin-5-yl)oxy)ethyl)pyrrolidin-2-one